C(#N)CCN(C(C)C)C(C)C N-(2-cyanoethyl)-N,N-diisopropyl-amine